4-[4-(4-butylcyclohexyl)phenyl]-2,5-difluoroaniline C(CCC)C1CCC(CC1)C1=CC=C(C=C1)C1=CC(=C(N)C=C1F)F